S1CCC12CNC2 1-thia-6-azaspiro[3.3]heptane